2-[4-(difluoromethoxy)phenyl]-4-[4-(2-hydroxypropan-2-yl)-2-(2,2,2-trifluoroethoxy)phenyl]-6-methyl-2,3-dihydro-1H-pyrrolo[3,4-c]pyridine-1-one FC(OC1=CC=C(C=C1)N1CC=2C(=NC(=CC2C1=O)C)C1=C(C=C(C=C1)C(C)(C)O)OCC(F)(F)F)F